(R)-N-(3-((4-Hydroxy-1-(3-phenylbutanoyl)piperidin-4-yl)methyl)-4-oxo-3,4-dihydroquinazolin-7-yl)-3-(4-methylpiperazin-1-yl)propenamide OC1(CCN(CC1)C(C[C@@H](C)C1=CC=CC=C1)=O)CN1C=NC2=CC(=CC=C2C1=O)NC(C=CN1CCN(CC1)C)=O